[Si](C)(C)(C(C)(C)C)OC1C(COC1)NC1=CC(=CC=C1)I 4-((tert-butyldimethylsilyl)oxy)-N-(3-iodophenyl)tetrahydrofuran-3-amine